(1,2,2-triphenylethenyl)benzaldehyde C1(=CC=CC=C1)C(=C(C1=CC=CC=C1)C1=CC=CC=C1)C1=C(C=O)C=CC=C1